CN(C1=C2C(=NC=C1)NC=C2C#N)C 4-(dimethylamino)-1H-pyrrolo[2,3-b]pyridine-3-carbonitrile